9a-isopropyl-7,8,9,9a-tetrahydrothieno[2,3-a]indolizin-4(6H)-one C(C)(C)C12CCCCN2C(C2=C1SC=C2)=O